[4-(3-hydroxypropyl)-2,3-dioxo-3,4-dihydroquinoxalin-1(2H)-yl] methyl carbonate C(ON1C(C(N(C2=CC=CC=C12)CCCO)=O)=O)(OC)=O